3-[Dideuterio-[5-[3-(difluoromethyl)-4-fluoro-phenyl]-3-pyridyl]methyl]oxazolidin-2-one [2H]C(N1C(OCC1)=O)(C=1C=NC=C(C1)C1=CC(=C(C=C1)F)C(F)F)[2H]